6-(2,5-dioxo-2,5-dihydro-pyrrol-1-yl)-hexanoic acid {[5-hydroxymethyl-2-(4-nitro-benzyloxy)-phenylcarbamoyl]-methyl} amide OCC=1C=CC(=C(C1)NC(=O)CNC(CCCCCN1C(C=CC1=O)=O)=O)OCC1=CC=C(C=C1)[N+](=O)[O-]